O=C1C[C@@H]2[C@@H](CN(C2)C(=O)OC(C)(C)C)C1 cis-tert-butyl 5-oxohexahydrocyclopenta[C]pyrrole-2(1H)-carboxylate